rac-N-((4R,5R)-7-ethyl-4-(4-fluorophenyl)-3-formyl-6-oxo-1-phenyl-4,5,6,7-tetrahydro-1H-pyrazolo[3,4-b]pyridin-5-yl)-3-(trifluoromethyl)benzamide C(C)N1C2=C([C@H]([C@H](C1=O)NC(C1=CC(=CC=C1)C(F)(F)F)=O)C1=CC=C(C=C1)F)C(=NN2C2=CC=CC=C2)C=O |r|